C(#N)C=1C=NC2=CC(=C(C=C2C1NC1=C(C=C(C(=C1)OC)Cl)Cl)NC(=O)NC1CCN(CC1)CC)OCC 1-(3-cyano-4-((2,4-dichloro-5-methoxyphenyl)amino)-7-ethoxyquinolin-6-yl)-3-(1-ethylpiperidin-4-yl)urea